(E)-3-(3-(3-phenoxyphenyl)acryloyl)oxazolidin-2-one-4,4-d2 O(C1=CC=CC=C1)C=1C=C(C=CC1)/C=C/C(=O)N1C(OCC1([2H])[2H])=O